C(#C)P(C1=CC=CC=C1)(C#C)=O Diethynyl(phenyl)phosphine oxide